(Z)-3-hexen-1-ol acetate C(C)(=O)OCC\C=C/CC